(2s,4s)-N2-(3-chloro-4-fluorophenyl)-N4-[1-(2-hydroxyethyl)-1H-pyrazol-3-yl]-N2-methyl-1-[6-methyl-4-(trifluoromethyl)pyridin-2-yl]Pyrrolidine-2,4-dicarboxamide ClC=1C=C(C=CC1F)N(C(=O)[C@H]1N(C[C@H](C1)C(=O)NC1=NN(C=C1)CCO)C1=NC(=CC(=C1)C(F)(F)F)C)C